ethyl 2-chloro-β-(2-chloro-4-fluorophenyl)-γ-hydroxy-3,5-dimethoxy-α-methylenebenzenebutanoate ClC1=C(C=C(C=C1OC)OC)C(C(C(C(=O)OCC)=C)C1=C(C=C(C=C1)F)Cl)O